ClCC(=O)N(CC(=O)NC1=C(C=CC(=C1)Cl)N1N=NC(=C1)Cl)C(C(=O)OC)CC=1C=NN(C1)C methyl 2-(2-chloro-N-(2-((5-chloro-2-(4-chloro-1H-1,2,3-triazol-1-yl)phenyl)amino)-2-oxoethyl)acetamido)-3-(1-methyl-1H-pyrazol-4-yl)propanoate